4-(6-chloro-1,5-naphthyridin-4-yl)piperazine-1-carboxylic acid tert-butyl ester C(C)(C)(C)OC(=O)N1CCN(CC1)C1=CC=NC2=CC=C(N=C12)Cl